C(CCC)C1=C(C(=NN1C)C(C)(C)C)O Butyl-3-tert-butyl-4-hydroxy-1-methyl-pyrazol